C1(N(CCC2=CC=CC=C12)C[C@H](CN1CCOC2=C(C1=O)C=CC(=C2)O[C@H]2COCC2)O)=O 4-[(2R)-3-(3,4-dihydro-1H-isoquinolinon-2-yl)-2-hydroxy-propyl]-8-[(3R)-tetrahydrofuran-3-yl]oxy-2,3-dihydro-1,4-benzoxazepin-5-one